8-(3-(2,4-Difluoro-3-hydroxy-5-(trifluoromethyl)phenyl)-1-methyl-1H-pyrazolo[3,4-d]pyrimidin-6-yl)-1,8-diazaspiro[4.5]decan-2-one FC1=C(C=C(C(=C1O)F)C(F)(F)F)C1=NN(C2=NC(=NC=C21)N2CCC1(CCC(N1)=O)CC2)C